C(C)(C)(C)CC(C(C(C)(C)C)(C(C)(C)C)C(C)(C)C)(C1CCCCC1)C1CCCCC1 tetra-t-butyl-2,2-dicyclohexylpropane